ClC1=CC=C(C=C1)C1=NN2C(SC1)=NN=C2CCC=2C=NC=CC2 6-(4-Chlorophenyl)-3-(2-(pyridine-3-yl)ethyl)-7H-[1,2,4]triazolo[3,4-b][1,3,4]thiadiazine